(tert-Butoxycarbonyl)-4-fluoro-6-azaspiro[2.5]octane-1-carboxylic acid C(C)(C)(C)OC(=O)C1(CC12C(CNCC2)F)C(=O)O